3-((4-(3-((4-(6-((6-acetyl-8-cyclopentyl-5-methyl-7-oxo-7,8-dihydropyrido[2,3-d]pyrimidin-2-yl)amino)pyridin-3-yl)piperazin-1-yl)methyl)azetidin-1-yl)phenyl)amino)piperidine-2,6-dione C(C)(=O)C1=C(C2=C(N=C(N=C2)NC2=CC=C(C=N2)N2CCN(CC2)CC2CN(C2)C2=CC=C(C=C2)NC2C(NC(CC2)=O)=O)N(C1=O)C1CCCC1)C